(1,3-Dioxolan-2-yl)-6-fluorobenzaldehyde O1C(OCC1)C1=C(C=O)C(=CC=C1)F